FC=1C(=C(N2N=C(N=CC21)N[C@H]2[C@@H](COCC2)O)[C@@H]2C[C@H](CC2)F)C#N 5-fluoro-7-(trans-3-fluorocyclopentyl)-2-(((3S,4R)-3-hydroxytetrahydro-2H-pyran-4-yl)amino)pyrrolo[2,1-f][1,2,4]triazine-6-carbonitrile